C(C)C(CC=C(C(=O)N)C)CCCC 2-ethylhexylmethacrylamide